CN(CCNC(C(C)(C)C=1C=NC(=CC1)NC1=C2C(NCC2=C(C=C1)C1=CN=C2N1C=CC(=C2F)C)=O)=O)C N-[2-(dimethylamino)-ethyl]-2-[6-[[7-(8-fluoro-7-methyl-imidazo[1,2-a]pyridin-3-yl)-3-oxo-isoindolin-4-yl]amino]-3-pyridyl]-2-methyl-propanamide